1,3-Bis(isocyanatomethyl)benzene N(=C=O)CC1=CC(=CC=C1)CN=C=O